N-glycinyl-maleimide NCC(=O)N1C(C=CC1=O)=O